C(OCOOC(CC(C)(C)C)(C)C)([O-])=O 1,1,3,3-tetramethylbutylperoxymethyl monocarbonate